ClC1=C(C=CC=C1)[C@H]1[C@H](CN(C1)CC(CC)(F)F)C(=O)OCC ethyl (3R,4R)-4-(2-chlorophenyl)-1-(2,2-difluorobutyl)pyrrolidine-3-carboxylate